ClC=1C=C2C(=NC1)CC1(CCN(CC1)C=1C=3N(C(=C(N1)C)C1=C(C=CC=C1)F)N=CC3)[C@@H]2NS(=O)C(C)(C)C N-[(5S)-3-chloro-1'-[7-(2-fluorophenyl)-6-methyl-pyrazolo[1,5-a]pyrazin-4-yl]spiro[5,7-dihydrocyclopenta[b]pyridine-6,4'-piperidine]-5-yl]-2-methyl-propane-2-sulfinamide